1,3-bis(N,N-diglycidylamino)cyclohexane C(C1CO1)N(CC1CO1)C1CC(CCC1)N(CC1CO1)CC1CO1